3-(2-chlorophenyl)-5-methylpyrazolo[1,5-a]pyridine-2-carboxylic acid ClC1=C(C=CC=C1)C=1C(=NN2C1C=C(C=C2)C)C(=O)O